[N+](=O)([O-])C=1C(=CC(=NC1)N1N=CC=N1)NC1CC(COC1)NC(OC(C)(C)C)=O tert-butyl (5-((5-nitro-2-(2H-1,2,3-triazol-2-yl)pyridin-4-yl)amino)tetrahydro-2H-pyran-3-yl)carbamate